N-(4-((3-borono-5-nitrobenzamido)methyl)benzyl)-N-(3-borono-5-nitrobenzoyl)glycine B(O)(O)C=1C=C(C(=O)NCC2=CC=C(CN(CC(=O)O)C(C3=CC(=CC(=C3)[N+](=O)[O-])B(O)O)=O)C=C2)C=C(C1)[N+](=O)[O-]